N-(2-(1-(4-(2,4-dioxotetrahydropyrimidin-1(2H)-yl)benzyl)piperidin-4-yl)-6-(2-hydroxypropane-2-yl)-2H-indazol-5-yl)-6-(trifluoromethyl)nicotinamide O=C1N(CCC(N1)=O)C1=CC=C(CN2CCC(CC2)N2N=C3C=C(C(=CC3=C2)NC(C2=CN=C(C=C2)C(F)(F)F)=O)C(C)(C)O)C=C1